C(C)N\C(\CCNC(=O)C=1N(C=C(C1)NC(=O)C=1N(C=C(C1)[N+](=O)[O-])C)C)=N/CC (Z)-N-(3-(ethylamino)-3-(ethylimino)propyl)-1-methyl-4-(1-methyl-4-nitro-1H-pyrrole-2-carboxamido)-1H-pyrrole-2-carboxamide